ClC=1C=CC(=NC1)C1(OC2=C(O1)C=CC=C2C=2CCN(CC2)C(=O)OC(C)(C)C)C Tert-butyl 4-(2-(5-chloropyridin-2-yl)-2-methylbenzo[d][1,3]dioxolan-4-yl)-3,6-dihydropyridine-1(2H)-carboxylate